C1(=C(C=CC=C1)N(CCO)CCO)C Tolyldiethanolamine